C(#N)C=1C=C(OC2=NC(=NC(=C2)C2=C(C=CC=C2C)C)NS(=O)(=O)C=2C=NN(C2)C)C=CC1N1CCN(CC1)C N-[4-[3-cyano-4-(4-methylpiperazin-1-yl)phenoxy]-6-(2,6-dimethylphenyl)pyrimidin-2-yl]-1-methyl-pyrazole-4-sulfonamide